Cl.FC(CN)(F)F 2,2,2-trifluoroethan-1-amine, hydrochloride